Rel-N-(6-amino-5-ethyl-3-pyridyl)-2-[(2S,5R)-5-methyl-2-(6-methyl-3-pyridyl)-1-piperidyl]-2-oxo-acetamide NC1=C(C=C(C=N1)NC(C(=O)N1[C@@H](CC[C@H](C1)C)C=1C=NC(=CC1)C)=O)CC |o1:12,15|